C(C)(=O)NC1=NC=CC(=C1)C1=C(N=C(N1)SC)C1=C(C=CC=C1)NC(C1=C(C=CC=C1)O)=O N-(2-(5-(2-acetamidopyridin-4-yl)-2-(methylthio)-1H-imidazol-4-yl)phenyl)-2-hydroxybenzamide